CC=1C(N(C=NC1C=1C=NN(C1)C1OCCCC1)C1OCCCC1)=O 5-methyl-3-(tetrahydropyran-2-yl)-6-[1-(tetrahydropyran-2-yl)pyrazol-4-yl]pyrimidin-4-one